(S)-allyl 1-(4-chloro-3-((1-methoxy-1-oxobutan-2-yl)oxy)benzyl)-2,3-dimethyl-1H-indole-5-carboxylate ClC1=C(C=C(CN2C(=C(C3=CC(=CC=C23)C(=O)OCC=C)C)C)C=C1)O[C@H](C(=O)OC)CC